BrC1=C(C=CC2=C1C[C@](O2)(C2=CC=CC=C2)CNC(OC(C)(C)C)=O)C(F)(F)F Tert-butyl (S)-((4-bromo-2-phenyl-5-(trifluoromethyl)-2,3-dihydrobenzofuran-2-yl)methyl)carbamate